FC(C1=C(OC=2C(=CC=C3C[C@H](C(N(C23)C)=O)NC(=O)N)F)C=CC=C1)F ((3R)-8-(2-(difluoromethyl)phenoxy)-7-fluoro-1-methyl-2-oxo-1,2,3,4-tetrahydroquinolin-3-yl)urea